3,3-bis(4-hydroxyphenyl)isobenzofuran-1(3H)-one OC1=CC=C(C=C1)C1(OC(C2=CC=CC=C12)=O)C1=CC=C(C=C1)O